NC=1SC2=C(C1C#N)C(=CC=C2F)C2=C1C(=NC(=C2C)N2CC3(CN(C3)C(C=C)=O)CC2)CC(OC1)(C)C 2-amino-7-fluoro-4-(3,7,7-trimethyl-2-(2-(2-propenoyl)-2,6-diazaspiro[3.4]octan-6-yl)-7,8-dihydro-5H-pyrano[4,3-b]pyridin-4-yl)-1-benzothiophene-3-carbonitrile